methyl 5-(4-(1-(5-(aminomethyl)-2-methylbenzamido)ethyl)naphthalen-2-yl)-1H-pyrrole-3-carboxylate NCC=1C=CC(=C(C(=O)NC(C)C2=CC(=CC3=CC=CC=C23)C2=CC(=CN2)C(=O)OC)C1)C